CN(C1CCC(CC1)O)C1=NC(=NC=C1)C=C 4-(methyl(2-vinylpyrimidin-4-yl)amino)cyclohexan-1-ol